5-chloro-2-fluoro-3-(4,4,5,5-tetramethyl-1,3,2-dioxaborolan-2-yl)aniline ClC=1C=C(C(=C(N)C1)F)B1OC(C(O1)(C)C)(C)C